C(C)SCC(=O)OCC ethyl 2-(ethylthio)acetate